2-(benzo[d]thiazol-2-yl)-N'-(2-(5-(4-chlorophenyl)-1,3,4-oxadiazol-2-ylthio)acetoxy)acetimidamide S1C(=NC2=C1C=CC=C2)CC(N)=NOC(CSC=2OC(=NN2)C2=CC=C(C=C2)Cl)=O